N-((5-(3-(benzyloxy)-2-methoxyphenyl)-1H-1,2,4-triazol-3-yl)methyl)-2-(difluoromethoxy)benzamide C(C1=CC=CC=C1)OC=1C(=C(C=CC1)C1=NC(=NN1)CNC(C1=C(C=CC=C1)OC(F)F)=O)OC